9-(7-chlorodibenzo[b,d]furan-4-yl-1,2,3,6,8,9-d6)-9H-carbazole-1,2,3,4,5,6,7,8-d8 ClC1=C(C2=C(C3=C(O2)C(=C(C(=C3[2H])[2H])[2H])N3C2=C(C(=C(C(=C2C=2C(=C(C(=C(C32)[2H])[2H])[2H])[2H])[2H])[2H])[2H])[2H])C(=C1[2H])[2H])[2H]